N6-cyclopropyl-8-(3-methoxy-2,6-dimethylphenyl)-N6-(methyl-d3)pyrido[3,4-d]pyrimidine-4,6-diamine C1(CC1)N(C1=CC2=C(N=CN=C2N)C(=N1)C1=C(C(=CC=C1C)OC)C)C([2H])([2H])[2H]